C(#N)C=1C=C2C(=CC=NC2=CC1)NCCC=1C=C2C=CC(=CC2=CC1)C(=O)N1CCN(CC1)C(CCCCCCCCC(=O)O)=O 10-[4-[6-[2-[(6-cyano-4-quinolyl)amino]ethyl]naphthalene-2-carbonyl]piperazin-1-yl]-10-oxo-decanoic acid